COC(=O)C1=CC=C(C=C1)[C@@H]1CN(CCN1)C(=O)OC(C)(C)C |r| (±)-tert-butyl 3-(4-(methoxycarbonyl)phenyl)piperazine-1-carboxylate